[[4-(2-methylpropoxy)phenyl]methyl]-urea CC(COC1=CC=C(C=C1)CNC(=O)N)C